C(C)(C)(C)OC(=O)N1CC2=C(N=C(N=C2)N2CCN(CC2)C2=NC=C(C(=N2)N)C(=O)OCC)CC1 2-(4-(4-amino-5-(ethoxycarbonyl)pyrimidin-2-yl)piperazin-1-yl)-7,8-dihydropyrido[4,3-d]Pyrimidine-6(5H)-carboxylic acid tert-butyl ester